n-methyldicyclohexylamine CN(C1CCCCC1)C1CCCCC1